NC1=NC=CC=C1C1=NC=2C(=NC(=CC2CC)N2N=CC=C2)N1C=1C=C2CC[C@@H](C2=CC1)NC(C1=CC(=C(C=C1)O)C=O)=O N-[(1S)-5-[2-(2-aminopyridin-3-yl)-7-ethyl-5-(pyrazol-1-yl)imidazo[4,5-b]pyridin-3-yl]-2,3-dihydro-1H-inden-1-yl]-3-formyl-4-hydroxybenzamide